ClC1=C(C(=CC=C1)O)C1=C(C2=C(CN3[C@@H](CO2)CN(CC3)C(=O)OC(C)(C)C)C=C1F)F tert-butyl (12aR)-9-(2-chloro-6-hydroxyphenyl)-8,10-difluoro-3,4,12,12a-tetrahydro-6H-pyrazino[2,1-c][1,4]benzooxazepine-2(1H)-carboxylate